pentaerythritol bis[3-(3,5-di-t-butyl-4-hydroxyphenyl) propionate] C(C)(C)(C)C=1C=C(C=C(C1O)C(C)(C)C)CCC(=O)OCC(COC(CCC1=CC(=C(C(=C1)C(C)(C)C)O)C(C)(C)C)=O)(CO)CO